N-(2-aminoethyl)-2-chloro-N-methyl-4-[[3-[3-(trifluoromethyl)-1H-pyrazol-4-yl]imidazo[1,2-a]pyrazin-8-yl]amino]benzamide NCCN(C(C1=C(C=C(C=C1)NC=1C=2N(C=CN1)C(=CN2)C=2C(=NNC2)C(F)(F)F)Cl)=O)C